CN1CCN(CC1)C1=CC=C(N)C=C1 4-(4-methylpiperazin-1-yl)anilin